N-(5-(2-(7-azaspiro[3.5]nonan-7-yl)acetamido)-2-methylpyridin-3-yl)-7-(3,4-dihydro-2H-pyran-5-yl)-[1,2,4]triazolo[4,3-a]pyridine-3-carboxamide C1CCC12CCN(CC2)CC(=O)NC=2C=C(C(=NC2)C)NC(=O)C2=NN=C1N2C=CC(=C1)C=1CCCOC1